BrC1=CC=CC(=N1)OCC1=C(C=C(C#N)C=C1)OCOCC[Si](C)(C)C 4-[(6-bromo-2-pyridyl)oxymethyl]-3-(2-trimethylsilylethoxymethoxy)benzonitrile